FC([C@H]1N(C(OC1)=O)C=1N=C2N(CCOC3=C2C=CC(=C3)N[C@H](C(=O)N)C)C1)F (2S)-2-[[2-[(4S)-4-(difluoromethyl)-2-oxo-3-oxazolidinyl]-5,6-dihydroimidazo[1,2-d][1,4]benzooxazepin-9-yl]amino]propanamide